O=S1(NCC2=C1C=C(C(=C2)NS(=O)(=O)C)OC2=CC=CC=C2)=O N-(2,3-dihydro-1,1-dioxo-6-phenoxy-1,2-benzisothiazol-5-yl)methanesulfonamide